7-(3,3-Difluoropyrrolidin-1-yl)-5-[(1S)-2,2,2-trifluoro-1-methyl-ethoxy]-3H-triazolo[4,5-d]pyrimidine FC1(CN(CC1)C=1C2=C(N=C(N1)O[C@H](C(F)(F)F)C)NN=N2)F